O=[W](=O)=O trioxotungsten